ClC1=CC(=C(N(C1=O)CC)C1=C(C=CC=C1F)F)C=O 5-chloro-2-(2,6-difluorophenyl)-1-ethyl-6-oxo-1,6-dihydropyridine-3-carbaldehyde